C(C1=CC=CC=C1)OC1=CC2=C(NC(=N2)NC2=CNC=3C2=NC(=CC3)Br)C=C1 5-(benzyloxy)-N-(5-bromo-1H-pyrrolo[3,2-b]pyridin-3-yl)-1H-benzo[d]imidazol-2-amine